N-((3S,4R)-3-fluoro-1-methylpiperidin-4-yl)-2-(3-((2-methoxy-4-(methylsulfonyl)phenyl)amino)prop-1-yn-1-yl)-3-((E)-3,3,3-trifluoroprop-1-en-1-yl)-2H-indazol-7-amine F[C@H]1CN(CC[C@H]1NC1=CC=CC2=C(N(N=C12)C#CCNC1=C(C=C(C=C1)S(=O)(=O)C)OC)\C=C\C(F)(F)F)C